lanthanum trisulfide [S-2].[S-2].[S-2].[La+3].[La+3]